CC1=CC=C(C=C1)[C@]1(C(CCC1)(C)C)C (R)-1-methyl-4-(1,2,2-trimethylcyclopentyl)benzene